C(C)(C)(C)OC(=O)N1C(C(CCC1)NCC1=CC=C(C=C1)OC)CO[Si](C)(C)C(C)(C)C 2-(((tert-Butyldimethylsilyl)oxy)methyl)-3-((4-methoxybenzyl)amino)piperidine-1-Carboxylic acid tert-butyl ester